1-(4-((7-methoxy-4-((2-methoxy-5-(1,2,5-trimethyl-1H-pyrrol-3-yl)phenyl)amino)quinazoline-6-yl)oxy)piperidin-1-yl)prop-2-en-1-one COC1=C(C=C2C(=NC=NC2=C1)NC1=C(C=CC(=C1)C1=C(N(C(=C1)C)C)C)OC)OC1CCN(CC1)C(C=C)=O